ClC1=NC=C(C(=C1)C1=C(C=NC(=C1)C)C(=O)NC=1SC(=NN1)OC[C@H]1C(OCC1)(C)C)OC (S)-2'-chloro-N-(5-((2,2-dimethyltetrahydrofuran-3-yl)methoxy)-1,3,4-thiadiazol-2-yl)-5'-methoxy-6-methyl-(4,4'-bipyridine)-3-carboxamide